ClC=1C=C(C=CC1F)NC(N(C)[C@@H]1CS(CC=2NC(C=3C=C(C(=CC3C21)F)F)=O)(=O)=O)=O (S)-3-(3-Chloro-4-fluorophenyl)-1-(8,9-difluoro-3,3-dioxido-6-oxo-1,4,5,6-tetrahydro-2H-thiopyrano[3,4-c]isoquinolin-1-yl)-1-methylurea